4-(trifluoromethyl)pyridineamide hydrochloride Cl.FC(C1=CC(=NC=C1)C(=O)N)(F)F